4-Amino-2-hydroxytoluen NC1=CC(=C(C)C=C1)O